ClC1=CC=C(C=N1)CNC(=O)C1CN(C(C1)=O)CC(C)C N-[(6-chloropyridin-3-yl)methyl]-1-(2-methylpropyl)-5-oxopyrrolidine-3-carboxamid